[8-[(2,2-dimethyl-1,3-dioxolan-4-yl)methyl]-6-ethoxycarbonyl-5-oxo-1,8-naphthyridin-3-yl]boronic acid CC1(OCC(O1)CN1C=C(C(C=2C=C(C=NC12)B(O)O)=O)C(=O)OCC)C